O(P([O-])(=O)OP(=O)([O-])[O-])C(CCC)=O butyryl pyrophosphate